ClC=1N=NC(=C2C1N=CC=C2)N[C@@H]2CN(C[C@@H]2O)C(=O)OC(C)(C)C tert-butyl (3R,4S)-3-((8-chloropyrido[2,3-d]pyridazin-5-yl)amino)-4-hydroxypyrrolidine-1-carboxylate